tert-butyl (3-(5-((5-(methylsulfonamido)cyclohex-2-en-1-yl)carbamoyl)thiophen-3-yl)phenyl)carbamate CS(=O)(=O)NC1CC=CC(C1)NC(=O)C1=CC(=CS1)C=1C=C(C=CC1)NC(OC(C)(C)C)=O